5,5-bis(bromomethyl)-1,2-dioxane BrCC1(CCOOC1)CBr